p-hydroxyphenyl-styrene (S)-quinuclidin-3-yl-(6-(4-fluorophenyl)-2,3-dihydro-1H-inden-1-yl)carbamat N12CC(C(CC1)CC2)N(C(O)=O)[C@H]2CCC1=CC=C(C=C21)C2=CC=C(C=C2)F.OC2=CC=C(C=CC1=CC=CC=C1)C=C2